8-cyclopentyl-5-methyl-2-((4-methyl-6-(1-methyl-1H-pyrazol-4-yl)pyridin-3-yl)amino)-5,8-dihydropteridine-6,7-dione C1(CCCC1)N1C(C(N(C=2C=NC(=NC12)NC=1C=NC(=CC1C)C=1C=NN(C1)C)C)=O)=O